(benzothiazainide) pimelate C(CCCCCC(=O)[O-])(=O)[O-].S1N[C-]=CC2=C1C=CC=C2